[Na+].[Cr](=O)([O-])[O-].[Na+] sodium chromite sodium